3-(2,3-dichlorophenyl)-6-(4-{[(4-hydroxycyclohexyl)methyl]amino}-4-methylpiperidin-1-yl)-2-methyl-3,4-dihydropyrimidin-4-one ClC1=C(C=CC=C1Cl)N1C(=NC(=CC1=O)N1CCC(CC1)(C)NCC1CCC(CC1)O)C